iso-triacontyl-amine C(CCCCCCCCCCCCCCCCCCCCCCCCCCC(C)C)N